2-methyl-3-(para-tert-butylphenyl)propionaldehyde CC(C=O)CC1=CC=C(C=C1)C(C)(C)C